7-(((tetrahydro-2-pyranyl)carbamoyl)amino)heptane O1C(CCCC1)NC(=O)NCCCCCCC